FS(C1=CC=C(NC2=NC=CC=C2B(O)O)C=C1)(F)(F)(F)F [2-[4-(pentafluoro-sulfanyl)anilino]-3-pyridyl]boronic acid